FC=1C=C2C(C(=CN3C2=C(C1OC)OCC3C)CN([C@@H]3CN(CCC3)C=3C=NC(=CC3)[N+](=O)[O-])CC3=CC(=NC=C3)OC)=O 9-fluoro-10-methoxy-6-((((2-methoxypyridin-4-yl)methyl)((S)-1-(6-nitropyridin-3-yl)piperidin-3-yl)amino)methyl)-3-methyl-2,3-dihydro-7H-[1,4]oxazino[2,3,4-ij]quinolin-7-one